3-chloro-5-((4-(2-(methylthio)quinoxalin-6-yl)phenyl)(2,2,2-trifluoroethyl)amino)-2-morpholinobenzonitrile ClC=1C(=C(C#N)C=C(C1)N(CC(F)(F)F)C1=CC=C(C=C1)C=1C=C2N=CC(=NC2=CC1)SC)N1CCOCC1